PYRIDOPYRIDAZINONE O=C1C2C=CC=NC=2C(C2C=CC=C([N+](=O)[O-])C=2)=NN1CC1C=CN=CC=1